C(C)(C)OC1=CC=C(C=C1)C1=CC=C(C=C1)OC(C)C diisopropoxy-1,1'-bi-phenyl